5-(3-bromo-4-fluorophenyl)-2-(cyclopropylmethyl)-1H-pyrrole-3-carboxylic acid BrC=1C=C(C=CC1F)C1=CC(=C(N1)CC1CC1)C(=O)O